tert-Butyl 4-((4-(4-(2,4-dioxotetrahydropyrimidin-1(2H)-yl)-1H-indol-1-yl)piperidin-1-yl)methyl)piperidine-1-carboxylate O=C1N(CCC(N1)=O)C1=C2C=CN(C2=CC=C1)C1CCN(CC1)CC1CCN(CC1)C(=O)OC(C)(C)C